(3-([1,1'-biphenyl]-2-ylethynyl)-1H-indazol-5-yl)(2,8-diazaspiro[4.5]decan-2-yl)methanone C1(=C(C=CC=C1)C#CC1=NNC2=CC=C(C=C12)C(=O)N1CC2(CC1)CCNCC2)C2=CC=CC=C2